C[C@@H]1[C@H]([C@H](C[C@@H](O1)O[C@@H]2[C@H](O[C@H](C[C@@H]2O)O[C@@H]3[C@H](O[C@H](C[C@@H]3O)O[C@H]4CC[C@]5([C@@H](C4)CC[C@@H]6[C@@H]5CC[C@]7([C@@]6(CC[C@@H]7C8=COC(=C8)[O-])O)C)C)C)C)O)O The molecule is an organic anion that is the conjugate base of digitoxin resulting from the deprotonation of furanone moiety; major species at pH 7.3. It is a conjugate base of a digitoxin.